(3R,3aR,8bS)-3-acetamido-N-(4-(chlorodifluoromethoxy)phenyl)-4-isopropyl-5-(pyridin-3-yl)-1,2,3,3a,4,8b-hexahydrocyclopenta[b]indole-7-carboxamide C(C)(=O)N[C@@H]1CC[C@@H]2[C@H]1N(C=1C(=CC(=CC21)C(=O)NC2=CC=C(C=C2)OC(F)(F)Cl)C=2C=NC=CC2)C(C)C